tert-butyl (R)-(1-(5-methoxy-1H-pyrrolo[3,2-b]pyridin-1-yl)propan-2-yl)carbamate COC1=CC=C2C(=N1)C=CN2C[C@@H](C)NC(OC(C)(C)C)=O